C(C)(C)[SiH](C1=CC=C(C=C1)C=CC1=CC=C(C=C1)[SiH](C(C)C)C(C)C)C(C)C bis[4-(diisopropylsilyl)phenyl]ethylene